(9H-fluoren-9-yl)methyl (E)-2-(3-(4-(2-(2-(1H-indol-3-yl)ethyl)-13,13-dimethyl-11-oxo-5,8,12-trioxa-2-azatetradecyl)phenyl)acryloyl)-1-propylhydrazine-1-carboxylate N1C=C(C2=CC=CC=C12)CCN(CC1=CC=C(C=C1)/C=C/C(=O)NN(C(=O)OCC1C2=CC=CC=C2C=2C=CC=CC12)CCC)CCOCCOCCC(OC(C)(C)C)=O